C(C)(C)(C)C=1C=CC(=C(C1)N(C1=CC=C(C=N1)C(=O)O)C(C)C)C 6-[(5-tert-butyl-2-methylphenyl)(propan-2-yl)amino]pyridine-3-carboxylic Acid